2,4-dimethylthiazol-5-amine hydrochloride Cl.CC=1SC(=C(N1)C)N